1-[(1,5-dimethylpyrazol-3-yl)methyl]-6-(4-fluorophenyl)-3H-imidazo[4,5-b]pyridin-2-one CN1N=C(C=C1C)CN1C(NC2=NC=C(C=C21)C2=CC=C(C=C2)F)=O